[K].C1CCC2=C(C=3CCCC3C=C12)NC(=O)NS(=O)(=O)C1CN(C1)C(=O)OC(C)(C)C tert-Butyl 3-(N-((1,2,3,5,6,7-hexahydro-s-indacen-4-yl)carbamoyl)sulfamoyl)azetidine-1-carboxylate, Potassium Salt